iso-amylacrylate C(CC(C)C)OC(C=C)=O